C1(=CC=C(C=C1)C(OCCN1CCN(CC1)C(=O)OC(C)(C)C)C1=CC=CC=C1)C1=CC=CC=C1 tert-butyl 4-(2-([1,1'-biphenyl]-4-yl(phenyl)methoxy)ethyl)piperazine-1-carboxylate